R-N6-Phenyl-isopropyl-adenosine C1(=CC=CC=C1)NC=1C=2N=CN([C@]3([C@H](O)[C@H](O)[C@@H](CO)O3)C(C)C)C2N=CN1